3-cyano-4-(2-(5-(4-(dimethylamino)phenyl)thiophen-2-yl)ethenyl)-5,5-dimethylfuran C(#N)C=1COC(C1C=CC=1SC(=CC1)C1=CC=C(C=C1)N(C)C)(C)C